2-bromo-1-(4-ethoxyphenyl)ethanone BrCC(=O)C1=CC=C(C=C1)OCC